1-(1-(3-(2-((S)-2,2-dimethylcyclopropane-1-carbonyl)-6-(thiazole-5-carbonyl)-2,6-diazaspiro[3.4]octan-8-yl)-1,2,4-oxadiazol-5-yl)ethyl)-3-methyl-1H-pyrazole-5-carboxylic acid CC1([C@H](C1)C(=O)N1CC2(C1)CN(CC2C2=NOC(=N2)C(C)N2N=C(C=C2C(=O)O)C)C(=O)C2=CN=CS2)C